4-[5-(2-chloro-5-fluoropyridin-4-yl)-1-[[2-(trimethylsilyl)ethoxy]methyl]pyrazole-3-carbonyl]-4-azaspiro[2.5]octane-7-carboxylic acid ClC1=NC=C(C(=C1)C1=CC(=NN1COCC[Si](C)(C)C)C(=O)N1C2(CC2)CC(CC1)C(=O)O)F